(1R,3S)-3-{5-[2-cyclopropyl-5-(2-formyl-3-hydroxy phenyl)pyrazole-3-amido]-2H-pyrazol-3-yl}cyclopentyl N-isopropylcarbamate C(C)(C)NC(O[C@H]1C[C@H](CC1)C=1NN=C(C1)NC(=O)C=1N(N=C(C1)C1=C(C(=CC=C1)O)C=O)C1CC1)=O